C(O)C(CC)(CO)CO 1,1,1-Tri-methylolpropan